ClC1=CC=C(C=C1)C=1SC=C(N1)CON=C(C#N)C#N ((2-(4-chlorophenyl)thiazol-4-yl)methoxy)iminomalononitrile